3,6-Dibenzyl-1,2,3,4,6,8,9,10-octahydro-5H-pyrido[3,4-e]pyrimido[1,2-a]pyrimidin-5-one C(C1=CC=CC=C1)N1CC=2C(N(C=3N(C2CC1)CCCN3)CC3=CC=CC=C3)=O